C(CCC)C1=CC=C(S1)C(=[Hf](C1=C(C=CC=2C3=CC=C(C=C3CC12)C(C)(C)C)C(C)(C)C)C1C=CC=C1)C1=CC=CC=C1 (5-n-butylthienyl)(phenyl)methylene(cyclopentadienyl)(2,7-di-tert-butylfluorenyl)hafnium